3-amino-2-(trifluoromethyl)quinazolin-4(3H)-one NN1C(=NC2=CC=CC=C2C1=O)C(F)(F)F